SULFATE COPPER [Cu+2].S(=O)(=O)([O-])[O-]